F[C@@H]1[C@@H](C1)C(=O)NC=1N=CC2=CC(=NC=C2C1)C=1C=NC(=CC1C)C(CC)=O (1S,2S)-2-fluoro-N-(7-(4-methyl-6-propionylpyridin-3-yl)-2,6-naphthyridin-3-yl)cyclopropane-1-carboxamide